C=1(C(=CC=CC1)C#N)C Ortho-Tolunitrile